4-amino-2,6-diisopropyl-anisole NC1=CC(=C(C(=C1)C(C)C)OC)C(C)C